FC=1C=C2CC/C(/C(C2=CC1)=O)=C\C1=CC=C(C(=N1)C#N)C(F)(F)F (E)-6-((6-fluoro-1-oxo-3,4-dihydronaphthalen-2(1H)-ylidene)methyl)-3-(trifluoromethyl)picolinonitrile